[N+](=[N-])=CC(CC[C@@H](C(=O)OC(C)C)NC(COCC)=O)=O isopropyl (S)-6-diazo-2-(2-ethoxyacetamido)-5-oxohexanoate